(R)-2-(3-((6-chloro-5-cyclopropylpyridazin-3-yl)amino)piperidin-1-yl)ethan-1-ol ClC1=C(C=C(N=N1)N[C@H]1CN(CCC1)CCO)C1CC1